6-chloro-3-methyl-1-((tetrahydro-2H-pyran-4-yl)methyl)-1,3-dihydro-2H-imidazo[4,5-c]Pyridin-2-one ClC1=CC2=C(C=N1)N(C(N2CC2CCOCC2)=O)C